COC=1C=C(C=C2C(=NC=NC12)N[C@H](C)C=1C=NC(=NC1)C(F)(F)F)C1=NN(C=N1)C (R)-8-methoxy-6-(1-methyl-1H-1,2,4-triazol-3-yl)-N-(1-(2-(trifluoromethyl)pyrimidin-5-yl)ethyl)quinazolin-4-amine